ClC1=CC=C(C=C1)CCN=[N+]=N 2-(4-chlorophenyl)ethylimino-imino-ammonium